5-bromo-3-(2-(dimethylamino)vinyl)cyanopyridine BrC=1C=C(C(=NC1)C#N)C=CN(C)C